C(C)(C)(C)OC(NCCNS(=O)(=O)C)=O (2-(Methylsulfonamido)ethyl)carbamic acid tert-butyl ester